NC1=CC(=C(C=N1)C=1CCN(CC1)C(=O)OC(C)(C)C)OC tert-butyl 6-amino-4-methoxy-3',6'-dihydro-2'H-[3,4']bipyridinyl-1'-carboxylate